(1S,3R)-3-hydroxycyclohexylcarboxylic acid methyl ester COC(=O)[C@@H]1C[C@@H](CCC1)O